(aminopropyl)caprolactam NCCCC1C(=O)NCCCC1